CNC=1C(=CC=CC1)N 1-N-methylbenzene-1,2-diamine